COC1=C(C=CC=C1C1=NN(C=N1)C)NC1=NC(=NC=C1C(=O)NC([2H])([2H])[2H])NC=1C=NN(C1)C1COCC1 4-((2-Methoxy-3-(1-methyl-1H-1,2,4-triazol-3-yl)phenyl)amino)-N-(methyl-d3)-2-((1-(tetrahydrofuran-3-yl)-1H-pyrazol-4-yl)amino)pyrimidine-5-carboxamide